CN1CCC(CC1)C1=C(NC=2N=CC=3C=C(C=CC3C21)C2=CN=CO2)C(F)(F)F 5-(1-(1-methylpiperidin-4-yl)-2-(trifluoromethyl)-3H-pyrrolo[2,3-c]isoquinolin-7-yl)oxazole